CC1=C(C2=C(CC[C@@](O2)(C)CCC[C@H](C)CCC[C@H](C)CCCC(C)C)C(=C1O)C)C (2R,4'R,8'R)-α-tocopherol